4-[(3S)-2-(piperidine-4-carbonyl)isoxazolidin-3-yl]Furan-2-carbonitrile trifluoroacetate FC(C(=O)O)(F)F.N1CCC(CC1)C(=O)N1OCC[C@H]1C=1C=C(OC1)C#N